CC=1CCC(C(C1)C1=CC(=C(C=C1)CCCCC)C1=NC=CN=C1)C(=C)C 5'-methyl-4-pentyl-2'-(prop-1-en-2-yl)-3-(pyrazin-2-yl)-1',2',3',4'-tetrahydro-[1,1'-biphenyl]